CN(C=1SC2=C(N1)C=CC(=C2)C2=CC1=CN(N=C1C=C2)C)C2CCNCC2 N-Methyl-6-(2-methyl-2H-indazol-5-yl)-N-(piperidin-4-yl)-1,3-benzothiazol-2-amin